C(C)(C)NC(COC1=C(C=C(C=C1)C(NNC(NC1=CC=C(C=C1)C=1C=NN(C1)C1OCCCC1)=O)=O)OC)=O N-isopropyl-2-[2-methoxy-4-[[[4-(1-tetrahydropyran-2-ylpyrazol-4-yl)phenyl]carbamoylamino]carbamoyl]phenoxy]acetamide